[8-(1-hexylnonoxy)-7,7-dimethyl-8-oxo-octyl] (2S,4S)-4-hydroxypyrrolidine-2-carboxylate O[C@H]1C[C@H](NC1)C(=O)OCCCCCCC(C(=O)OC(CCCCCCCC)CCCCCC)(C)C